O=C1NC(CCC1N1C(C2=CC=C(C=C2C1)C1CCC(CC1)N1CC(C1)OC1CCN(CC1)C(=O)OCC1=CC=CC=C1)=O)=O benzyl 4-((1-((1r,4r)-4-(2-(2,6-dioxopiperidin-3-yl)-1-oxoisoindolin-5-yl)cyclohexyl)azetidin-3-yl)oxy)piperidine-1-carboxylate